FC=1C=C(C=CC1O)C#CCN(C(OC(C)(C)C)=O)C tert-Butyl N-[3-(3-fluoro-4-hydroxy-phenyl)prop-2-ynyl]-N-methyl-carbamate